4-(1-methylethyl)cyclohexadienal formate C(=O)O.CC(C)C1=CC=C(CC1)C=O